CN1C(C(C2=CC=CC=C12)(CS(=O)(=O)N1CCOCC1)C)=O 1,3-dimethyl-3-(morpholine-4-sulfonylmethyl)-2-oxo-indole